3-(3-(4,4,5,5-tetramethyl-1,3,2-dioxaborolan-2-yl)-5-((triisopropylsilyl)oxy)phenyl)propanoic acid CC1(OB(OC1(C)C)C=1C=C(C=C(C1)O[Si](C(C)C)(C(C)C)C(C)C)CCC(=O)O)C